[NH4+].P(=O)(O)(O)CN(CC(=O)[O-])CC(=O)[O-].[NH4+] N-(phosphonomethyl)iminodiacetic acid ammonium salt